((1-oxo-7-(trifluoromethylthio)-2,3-dihydro-1H-inden-4-yl)oxy)benzonitrile O=C1CCC2=C(C=CC(=C12)SC(F)(F)F)OC1=C(C#N)C=CC=C1